CC(C#N)CC(C)C 2,4-dimethyl-valeronitrile